tert-butyl 4-(((1s,5r)-3-(3-(2-(benzyloxy)-6-hydroxypyridin-3-yl)-1-methyl-1H-indazol-7-yl)-8-azabicyclo[3.2.1]oct-2-en-8-yl)methyl)piperidine-1-carboxylate C(C1=CC=CC=C1)OC1=NC(=CC=C1C1=NN(C2=C(C=CC=C12)C1=C[C@@H]2CC[C@H](C1)N2CC2CCN(CC2)C(=O)OC(C)(C)C)C)O